7-methyl-4-[3-(trifluoromethyl)-7,8-dihydro-5H-1,6-naphthyridin-6-yl]thieno[3,2-d]pyrimidine CC1=CSC2=C1N=CN=C2N2CC=1C=C(C=NC1CC2)C(F)(F)F